1-amino-3-bromo-2-chloro-5-methylpyridin-1-ium N[N+]1=C(C(=CC(=C1)C)Br)Cl